(R or S)-2-((3-(1-amino-1-cyclopentylethyl)-1-methyl-1H-pyrazolo[3,4-c]pyridin-5-yl)amino)-7,7-dimethyl-7,8-dihydro-5H-pyrano[4,3-b]pyridin-5-one N[C@](C)(C1CCCC1)C1=NN(C2=CN=C(C=C21)NC2=CC=C1C(=N2)CC(OC1=O)(C)C)C |o1:1|